CC(CC=C)(C(C=CC)(CC)C)CC 4,5-dimethyl-4,5-diethyloctadien